Diethyl fluorophosphat P(=O)(OCC)(OCC)F